7-[(2-methoxyethyl)amino]-1,6-dimethyl-4-[4-(5-methyl-1,3-benzoxazol-2-yl)piperidin-1-yl]-2-oxo-1,2-dihydroquinoline-3-carboxamide COCCNC1=C(C=C2C(=C(C(N(C2=C1)C)=O)C(=O)N)N1CCC(CC1)C=1OC2=C(N1)C=C(C=C2)C)C